O[C@H]1C[C@H](C1)N(C(OC(C)(C)C)=O)C tert-butyl ((cis)-3-hydroxycyclobutyl)(methyl)carbamate